1-((1,1'-biphenyl)-4-yl)-2-((5-((p-tolyloxy)methyl)-1,3,4-oxadiazol-2-yl)thio)ethan-1-one C1(=CC=C(C=C1)C(CSC=1OC(=NN1)COC1=CC=C(C=C1)C)=O)C1=CC=CC=C1